(8-(5-((3,4-dichlorophenyl)difluoromethyl)-1,3,4-oxadiazol-2-yl)-2,6-diazaspiro[3.4]octan-6-yl)(thiazol-5-yl)methanone ClC=1C=C(C=CC1Cl)C(C1=NN=C(O1)C1CN(CC12CNC2)C(=O)C2=CN=CS2)(F)F